tert-butyl N-[1-(2,2-difluorocyclopropyl)-3-hydroxypropan-2-yl]carbamate FC1(C(C1)CC(CO)NC(OC(C)(C)C)=O)F